1-(pyrazin-2-ylmethyl)-4-(1-(4-(trifluoromethyl)phenyl)-1H-indazol-3-yl)pyridin-2(1H)-one N1=C(C=NC=C1)CN1C(C=C(C=C1)C1=NN(C2=CC=CC=C12)C1=CC=C(C=C1)C(F)(F)F)=O